2-Methyl-2-(thiazol-2-yl)propionic acid CC(C(=O)O)(C)C=1SC=CN1